1,3,5-tris(2,3-diamino-4-bromophenyl)benzene lithium [Li].NC1=C(C=CC(=C1N)Br)C1=CC(=CC(=C1)C1=C(C(=C(C=C1)Br)N)N)C1=C(C(=C(C=C1)Br)N)N